1-(9-(3,4-dichloro-2-methyl-2H-indazol-5-yl)-7H-imidazo[1,2-c]pyrrolo[3,2-e]pyrimidin-5-yl)-4-methylpiperidin-4-amine ClC=1N(N=C2C=CC(=C(C12)Cl)C1=CNC2=C1C=1N(C(=N2)N2CCC(CC2)(N)C)C=CN1)C